tert-butyl 2-(hydroxymethyl)-6,7-dihydrothieno[3,2-c]pyridine-5(4H)-carboxylate OCC1=CC=2CN(CCC2S1)C(=O)OC(C)(C)C